O[C@@H]1CC[C@H](CC1)NC(=O)C1=CC=C(C(=N1)C(=O)OC)B1OC(C(O1)(C)C)(C)C methyl 6-((trans-4-hydroxycyclohexyl)carbamoyl)-3-(4,4,5,5-tetramethyl-1,3,2-dioxaborolan-2-yl)picolinate